7-((3S,4R)-3,4-bis(benzyloxy)-5,5-bis((benzyloxy)methyl)tetrahydrofuran-2-yl)pyrrolo[2,1-f][1,2,4]triazin-4-amine C(C1=CC=CC=C1)O[C@H]1C(OC([C@@H]1OCC1=CC=CC=C1)(COCC1=CC=CC=C1)COCC1=CC=CC=C1)C1=CC=C2C(=NC=NN21)N